ClC=1C(=NC(=NC1)NC1=CC(=C(C=C1)N1CCC(CC1)N1[C@@H]2CN([C@H](C1)C2)C)OC)N2OCC[C@H]2C2=CC=CC=C2 5-Chloro-N-(3-methoxy-4-(4-((1S,4S)-5-methyl-2,5-diazabicyclo[2.2.1]heptan-2-yl)piperiDin-1-yl)phenyl)-4-((S)-3-phenylisoxazolidin-2-yl)pyrimidin-2-amine